ClC=1C=C(C=CC1Cl)NC(=O)N1[C@@H]2CC[C@H]1CC1=C2C=CC=C1F (5R,8S)-N-(3,4-dichlorophenyl)-1-fluoro-6,7,8,9-tetrahydro-5H-5,8-epiminobenzo[7]annulene-10-carboxamide